5-[(3-carbamoylphenyl)methyl]-7-propyl-5H,6H,7H,8H,9H,10H-cyclohepta[b]indole-4-carboxylic acid C(N)(=O)C=1C=C(C=CC1)CN1C2=C(C3=CC=CC(=C13)C(=O)O)CCCC(C2)CCC